BrC1=CC2=C(N(N=C2C=C1Cl)[C@H]1C=C(C(=O)O)O[C@H]([C@@H]1NC(=O)C=1OC=CC1)[C@H](O)[C@H](O)CO)C#N 2,6-Anhydro-4-(5-bromo-6-chloro-3-cyano-2H-indazol-2-yl)-3,4,5-trideoxy-5-(furane-2-carboxamido)-D-glycero-D-galacto-non-2-enonic acid